ClC=1C=C(C=C(C1CC=1C=NC(=C(C1)C(C)C)OC)Cl)N=C(C1=CC=CC=C1)C1=CC=CC=C1 N-(3,5-dichloro-4-((5-isopropyl-6-methoxypyridin-3-yl)methyl)phenyl)-1,1-diphenylmethanimine